4-methyl-N-[(E)-1-[4-[5-(trifluoromethyl)-1,2,4-oxadiazol-3-yl]phenyl]ethylideneamino]benzenesulfonamide CC1=CC=C(C=C1)S(=O)(=O)N/N=C(\C)/C1=CC=C(C=C1)C1=NOC(=N1)C(F)(F)F